N1=C(C=CC=C1)[S@](=O)C=CC1=CC=CC=C1 |r| racemic-styryl pyridyl sulfoxide